1,3,5-trimethylphenyl-boronic acid CC1(CC(=CC(=C1)C)C)B(O)O